4-methylphenyl 3-(1-{[6-chloro-5-(trifluoromethyl)(2-pyridyl)]amino}-4-methyl-2,5-dioxoazolin-3-yl)propanoate ClC1=C(C=CC(=N1)NN1C(C(=C(C1=O)C)CCC(=O)OC1=CC=C(C=C1)C)=O)C(F)(F)F